N1(CCCCCC1)C=1N=C(C2=C(C=NNC2=O)N1)NC1=CC=C(C=C1)OCCN1CCN(CC1)C(C(C)(C)O)=O 2-(azepan-1-yl)-4-((4-(2-(4-(2-hydroxy-2-methylpropanoyl)piperazin-1-yl)ethoxy)phenyl)amino)pyrimido[4,5-d]pyridazin-5(6H)-one